2-(4-(ethylsulfonyl)phenyl)-N-(4-(1-(4-fluorophenylethyl)-6-methyl-1H-benzo[d]imidazol-2-yl)phenyl)acetamide C(C)S(=O)(=O)C1=CC=C(C=C1)CC(=O)NC1=CC=C(C=C1)C1=NC2=C(N1CCC1=CC=C(C=C1)F)C=C(C=C2)C